10-(4,4,5,5-tetramethyl-1,3,2-dioxaborolan-2-yl)-11H-benzo[a]carbazole CC1(OB(OC1(C)C)C=1C=CC=C2C3=CC=C4C(=C3NC12)C=CC=C4)C